N[C@H](C=1N=C2N(N=CC(=N2)C2(CCOCC2)C(=O)NCC(C)(F)F)C1)C1CCC(CC1)(F)F 4-{6-[(S)-Amino(4,4-difluorocyclohexyl)methyl]imidazo[1,2-b][1,2,4]triazin-3-yl}-N-(2,2-difluoropropyl)tetrahydropyran-4-carboxamide